O=C1NN=NN1 5-oxo-1,4-dihydro-tetrazol